Cl.C1(CCCC1)NC(C1=CN=CC(=C1)[C@](C1(CNC1)C)(C1=CC=C(C=C1)C(C)C)O)=O N-cyclopentyl-5-[(R)-hydroxy-(4-isopropyl-phenyl)-(3-methyl-azetidin-3-yl)-methyl]-nicotinamide, hydrochloride salt